nickel-iron cyanide [Fe](C#N)C#N.[Ni]